C1(CC1)C#CC1=C2CCCN(C2=CC=C1)C1=NC=2N(C3=CC(=C(C=C13)F)N)C=NN2 5-(5-(cyclopropylethynyl)-3,4-dihydroquinolin-1(2H)-yl)-7-fluoro-[1,2,4]Triazolo[4,3-a]Quinazolin-8-amine